ClC1=C(C=CC=C1Cl)N=C(C)N N'-(2,3-dichlorophenyl)acetamidine